C(C)C1(CS(C2=C(N(C1)C1=CC=C(C=C1)F)C=C(C(=C2)O)SC)(=O)=O)CC 3,3-diethyl-5-(4-fluorophenyl)-8-hydroxy-7-(methylthio)-2,3,4,5-tetrahydro-1,5-benzothiazepine 1,1-dioxide